ClC1=C(C(=O)NCC(=O)N[C@@H](CC(C)C)B2OC([C@@H]3CCC[C@@H](C(O2)=O)N3C)=O)C=C(C=C1)Cl 2,5-dichloro-N-(2-(((R)-3-methyl-1-((1S,7S)-11-methyl-2,6-dioxo-3,5-dioxa-11-aza-4-borabicyclo[5.3.1]undecan-4-yl)butyl)amino)-2-oxoethyl)benzamide